FC1(CCN(CCC1)C1=NC=2CCCCC2C=C1C(=O)NC1=CC(=CC=C1)S(=O)(=N)C)F 2-(4,4-difluoroazepan-1-yl)-N-(3-(S-methylsulfonimidoyl)phenyl)-5,6,7,8-tetrahydroquinoline-3-carboxamide